6-(1-((1,3-dimethyl-1H-pyrazol-4-yl)sulfonyl)piperidin-4-yl)-7-methylimidazo[1,2-b]pyridazine CN1N=C(C(=C1)S(=O)(=O)N1CCC(CC1)C=1C(=CC=2N(N1)C=CN2)C)C